FC=1C(=CC(=NC1)OC)C1=CC(=NN1)C(=O)N1C2(CC2)C[C@H](CC1)C(=O)N[C@@H]1CCC2CCNC2C1 (S)-4-(5-(5-fluoro-2-methoxypyridin-4-yl)-1H-pyrazole-3-carbonyl)-N-((6R,8aS)-octahydroindol-6-yl)-4-azaspiro[2.5]octane-7-carboxamide